N-(3-(3,6-di-tert-butyl-9H-carbazol-9-yl)phenyl)-[1,1':3',1''-terphenyl]-2'-amine C(C)(C)(C)C=1C=CC=2N(C3=CC=C(C=C3C2C1)C(C)(C)C)C=1C=C(C=CC1)NC1=C(C=CC=C1C1=CC=CC=C1)C1=CC=CC=C1